(2-chloro-3-methoxyphenyl)(3-(hydroxymethyl)piperazin-1-yl)methanone ClC1=C(C=CC=C1OC)C(=O)N1CC(NCC1)CO